2-[3-(dimethylphosphoryl)-phenyl]-4,4,5,5-tetramethyl-1,3,2-dioxaborolane CP(=O)(C)C=1C=C(C=CC1)B1OC(C(O1)(C)C)(C)C